OC1(CCN(CC1)C1=NC=CC(=N1)NC=1N=CC2=C(C=CC(=C2C1)[C@@H]1N(CCCCC1)C(C=C)=O)N1[C@@H]([C@H](C1)C(C)(C)S(=O)(=O)C)C)C 1-((R)-2-(3-((2-(4-hydroxy-4-methylpiperidin-1-yl)pyrimidin-4-yl)amino)-8-((2R,3S)-2-methyl-3-(2-(methylsulfonyl)propan-2-yl)azetidin-1-yl)isoquinolin-5-yl)azepan-1-yl)prop-2-en-1-one